BrC1=C(N(C=N1)CCC=1C=NN(C1)C)C1=CC=C(C#N)C=C1 4-{5-bromo-3-[2-(1-methylpyrazol-4-yl)ethyl]imidazol-4-yl}benzonitrile